3-(benzo[d]thiazol-6-yl)-6-(1-(4-methoxybenzyl)-1H-pyrazol-4-yl)-2-(6-methylpyridin-2-yl)-5,6-dihydro-2H-pyrazolo[3,4-c]pyridin-7(4H)-one S1C=NC2=C1C=C(C=C2)C=2N(N=C1C(N(CCC12)C=1C=NN(C1)CC1=CC=C(C=C1)OC)=O)C1=NC(=CC=C1)C